FC1=CC=C(C=C1)S(=O)C1=CC=C(C=C1)F 4-fluorophenylsulfoxide